C(N)(=O)C=1C(=NC(=C(C(=O)O)C1C1=CC=2C(=C(N=CC2)Cl)S1)COC1=CC=C(C=C1)F)CC(C)C 5-carbamoyl-4-(7-chlorothieno[2,3-c]pyridin-2-yl)-2-((4-fluorophenoxy)methyl)-6-isobutylnicotinic acid